F[B-](F)(F)F.[Zn+2].F[B-](F)(F)F zinc(II) tetrafluoroborate